C1(=CC=CC2=CC=CC=C12)C1=CC=C(C=C1)C1=CC(=CC2=C1N=C(O2)C2=CC=C(C=C2)C=2C=NC=CC2)C2=CC=C(C=C2)C2=CC=CC1=CC=CC=C21 4,6-bis(4-naphthalen-1-yl-phenyl)-2-(4-pyridin-3-yl-phenyl)-benzoxazole